NC=1SC2=C(N1)COCC2=O 2-amino-4H-pyrano[3,4-d]thiazol-7-one